tert-butyl [3-(ethylthio)-2,2-dimethylpropyl]carbamate C(C)SCC(CNC(OC(C)(C)C)=O)(C)C